FC[S+](C1=C(C(=C(C(=C1)C)C)C)C)C1=CC=CC=C1 (fluoromethyl)(phenyl)(2,3,4,5-tetramethylphenyl)sulfonium